(9S)-7-[4-[2-(2-azaspiro[3.3]heptan-6-yl)ethynyl]phenyl]-9-ethyl-4,5,13-trimethyl-3-thia-1,8,11,12-tetrazatricyclo[8.3.0.02,6]trideca-2(6),4,7,10,12-pentaene C1NCC12CC(C2)C#CC2=CC=C(C=C2)C=2C=1C(=C(SC1N1C(=NN=C1[C@@H](N2)CC)C)C)C